FC1=NC(=CC=C1N1[C@@H](CN(CC1)C(=O)OC(C)(C)C)C)C(NC)=O tert-butyl (R)-4-(2-fluoro-6-(methylcarbamoyl) pyridin-3-yl)-3-methylpiperazine-1-carboxylate